4-bromo-2-(4-chlorobenzyl)morpholin-3-one BrN1C(C(OCC1)CC1=CC=C(C=C1)Cl)=O